C(C)(C)(C)N1C[C@@H](CCC1)NC=1N=NC(=C(N1)C)Cl |r| (rac)-N-(1-tert-butyl-3-piperidinyl)-6-chloro-5-methyl-1,2,4-triazin-3-amine